2-(4-nitrophenyl)acetic acid [N+](=O)([O-])C1=CC=C(C=C1)CC(=O)O